2-Piperidinylethanol N1(CCCCC1)CCO